CC1=CN2C=C(C=C2C(=C1)C)C1=CC=CC=C1 6,8-dimethyl-2-phenylindolizine